4-(3-chlorophenyl)-1,3,2-dioxaphosphorinane-2-one ClC=1C=C(C=CC1)C1OP(OCC1)=O